CN1N=C2C(CN(C=3C(=CC=CC23)NC2=C(C(=O)NC([2H])([2H])[2H])C=CC(=N2)NC2=NC=C(C=C2)F)C)=C1 (2,5-dimethyl-4,5-dihydro-2H-pyrazolo[4,3-c]quinolin-6-yl)amino-6-((5-fluoropyridin-2-yl)amino)-N-(methyl-d3)nicotinamide